CN1C(=NN=C1)SCC1=CC=C(C(=O)N/N=C(\C)/C2=CC3=CC=CC=C3C=C2)C=C1 (E)-4-(((4-methyl-4H-1,2,4-triazol-3-yl)thio)methyl)-N'-(1-(naphthalen-2-yl)ethylidene)benzohydrazide